CN1C(=NC=C1)C(C)N1C[C@]2(CCN3N=C(C=C32)C=3C=C(C(=NC3)N)C(F)(F)F)CC1 5-{(3R)-1-[1-(1-methyl-1H-imidazol-2-yl)ethyl]-5',6'-dihydrospiro[pyrrolidine-3,4'-pyrrolo[1,2-b]pyrazol]-2'-yl}-3-(trifluoromethyl)pyridin-2-amine